(4-fluoropiperidin-1-yl)(7-(4-nitrophenyl)pyrazolo[1,5-a]pyridin-3-yl)methanone FC1CCN(CC1)C(=O)C=1C=NN2C1C=CC=C2C2=CC=C(C=C2)[N+](=O)[O-]